P([O-])([O-])([O-])=[Se] Phosphoroselenoate